C12COCC(CC1)N2C2=NN=C(S2)C=2C(=CC(=NC2)C2=CC=C1N2N=CC(=C1)C#N)NC(C)C 7-(5-(5-(3-oxa-8-azabicyclo[3.2.1]octan-8-yl)-1,3,4-thiadiazol-2-yl)-4-(isopropylamino)pyridin-2-yl)pyrrolo[1,2-b]pyridazine-3-carbonitrile